(cis)-4-(4-bromo-2-oxo-2,3-dihydro-1H-1,3-benzodiazol-1-yl)-N-(4-chloro-3-methoxyphenyl)cyclohexane-1-carboxamide BrC1=CC=CC=2N(C(NC21)=O)[C@H]2CC[C@H](CC2)C(=O)NC2=CC(=C(C=C2)Cl)OC